(R)-(2-(7-(2-(4-amino-1H-pyrazol-1-yl)ethoxy)-1-(cyclopropylmethyl)-1H-indol-2-yl)-3-methylpyrazolo[1,5-a]pyridin-6-yl)(3-aminopiperidin-1-yl)methanone NC=1C=NN(C1)CCOC=1C=CC=C2C=C(N(C12)CC1CC1)C1=NN2C(C=CC(=C2)C(=O)N2C[C@@H](CCC2)N)=C1C